N[C@]1(CCSC2=C1C=NC(=C2F)C(F)(F)F)C(=O)O (S)-4-amino-8-fluoro-7-(trifluoromethyl)-3,4-dihydro-2H-thiopyrano[3,2-c]pyridine-4-carboxylic acid